myristyltrimethyl-ammonium chloride [Cl-].C(CCCCCCCCCCCCC)[N+](C)(C)C